5-fluoro-2-methoxy-6-(piperazin-1-yl)-1H-benzo[d]Imidazole FC1=CC2=C(NC(=N2)OC)C=C1N1CCNCC1